N-(3-carbamoyl-oxapentan-3-yl)-2-methyl-5-{[2-(trifluoromethyl)pyridin-3-yl]methoxy}-2H-indazole-3-carboxamide C(N)(=O)C(CO)(CC)NC(=O)C=1N(N=C2C=CC(=CC12)OCC=1C(=NC=CC1)C(F)(F)F)C